1-(4-hydroxyphenyl)-4-methyl-2-thiocyanatopentan-1-one OC1=CC=C(C=C1)C(C(CC(C)C)SC#N)=O